3-((2-((2-phenyl-7-((tetrahydro-2H-pyran-4-yl)amino)-1H-indol-5-yl)methoxy)ethoxy)methyl)pentane-3-ol C1(=CC=CC=C1)C=1NC2=C(C=C(C=C2C1)COCCOCC(CC)(CC)O)NC1CCOCC1